1,3-benzothiazol-6-amine S1C=NC2=C1C=C(C=C2)N